COC=1C=C(/C=C/C2=CC=C(OCC(CN3CCNCC3)O)C=C2)C=C(C1)OC (E)-1-(4-(3,5-dimethoxystyryl)phenoxy)-3-(piperazin-1-yl)propan-2-ol